ClC=1N=NC=C(C1)C(=C)OCC 3-chloro-5-(1-ethoxyvinyl)pyridazine